C1(=C(C=CC=C1)N1N=NC(=C1)C1=CC=C(C=O)C=C1)C 4-(1-(o-tolyl)-1H-1,2,3-triazol-4-yl)benzaldehyde